[Si](C)(C)(C(C)(C)C)OC=1C=C(CN2C(=NC3=CC=C(C=C3C2=O)C=2C=NN(C2)C2OCCCC2)C)C=CC1 3-(3-(tert-butyldimethylsilyloxy)benzyl)-2-methyl-6-(1-(tetrahydro-2H-pyran-2-yl)-1H-pyrazol-4-yl)quinazolin-4(3H)-one